C(=O)(O)C=1C(=C(C=C(C1)O)CN(C(C)=O)CC1=C(C(=CC(=C1)O)C(=O)O)O)O N,N-Bis(3-carboxy-2,5-dihydroxyphenylmethyl)acetamid